ethyl 4-methylpyrrolidine-3-carboxylate CC1C(CNC1)C(=O)OCC